(S)-N-(1-(2-(2-fluoroprop-2-yl)-6-methylpyrimidin-4-yl)-3-(3'-methyl-[1,3'-bipyrrolidine]-1'-yl)-1H-pyrazolo[4,3-c]pyridin-6-yl)acetamide FC(C)(C)C1=NC(=CC(=N1)N1N=C(C=2C=NC(=CC21)NC(C)=O)N2C[C@](CC2)(N2CCCC2)C)C